(3-hydroxycyclobutyl)carbamic acid OC1CC(C1)NC(O)=O